COC1C(OC(C(C1OC)OC)C)OC1=C(OC2=CC=CC=C2C1=O)C1=CC(=C(C(=C1)OC)OC)OC ((3,4,5-trimethoxy-6-methyltetrahydro-2H-pyran-2-yl)oxy)-2-(3,4,5-trimethoxyphenyl)-4H-chromen-4-one